[Co].ClC=1C(=C(C=C(C1)C(F)(F)F)[C@]1(CC(=NO1)C1=CC=C(C2=CC=CC=C12)C(=O)N)C(F)(F)F)F |o1:12| 4-[(5R or S)-5-[3-chloro-2-fluoro-5-(trifluoromethyl)phenyl]-5-(trifluoromethyl)-4H-isoxazol-3-yl]naphthalene-1-carboxamide cobalt